2-Naphthyl-L-alanin C1=C(C=CC2=CC=CC=C12)N[C@@H](C)C(=O)O